ClC1=NC=C2N(C(N(C2=N1)CC1=C(C=C(C=C1)C=1N(C=C(N1)C(F)(F)F)C)F)=N)C 2-chloro-9-(2-fluoro-4-(1-methyl-4-(trifluoromethyl)-1H-imidazol-2-yl)benzyl)-7-methyl-7,9-dihydro-8H-purin-8-imine